O1C(=NC2=C1C=CC=C2)C2=CC=C(C=C2)N(C2=CC=1C(C3=CC=CC=C3C1C=C2)(C2=CC=CC=C2)C2=CC=CC=C2)C2=CC=C(C=C2)C=2OC1=C(N2)C=CC=C1 Bis-{4-(benzoxazole-2-yl)phenyl}-(9,9-diphenyl-9H-fluorene-2-yl)-amine